CC=1C=C2C=CNC2=CC1 L-5-methylindole